FC1=C(C(=CC=C1)OC)C1=NC=CC(=N1)NC1=CC(=C(C=N1)C=1C=NC(=CC1)CN1CCN(CC1)C)N1C[C@H](CCC1)O (S)-1-(6-((2-(2-fluoro-6-methoxyphenyl)pyrimidin-4-yl)amino)-6'-((4-methylpiperazin-1-yl)methyl)-[3,3'-bipyridin]-4-yl)piperidin-3-ol